OC1=CC=CC(=N1)C=1NC(=C(N1)C(=O)O)C(=O)O 2-(6-hydroxy-2-pyridinyl)-4,5-imidazoledicarboxylic acid